4-(2'-amino-5-(dimethylcarbamoyl)-[2,3'-bipyridyl]-5'-yl)-1H-pyrrolo[2,3-b]pyridine-3-carboxylic acid methyl ester COC(=O)C1=CNC2=NC=CC(=C21)C=2C=C(C(=NC2)N)C2=NC=C(C=C2)C(N(C)C)=O